O=C1NCC=2C=C3C(=CC12)OCC31CCNCC1 7-oxo-6,7-dihydro-2H,5H-spiro[furo[2,3-f]isoindole-3,4'-piperidine]